FC(C=1C=CC=2N(N1)C(=CN2)C2=CC(=NC=N2)N2CC(CCC2)C(=O)NS(=O)(=O)C)F 1-(6-(6-(difluoromethyl)imidazo[1,2-b]pyridazin-3-yl)pyrimidin-4-yl)-N-(methylsulfonyl)piperidine-3-carboxamide